NC1=NC=2N=C(C(=CC2C2=C1C=NN2C)C(=O)N([C@@H]2COC1=C2C=CC(=C1)C(F)(F)F)C)C 4-amino-N,1,7-trimethyl-N-((3S)-6-(trifluoromethyl)-2,3-dihydro-1-benzofuran-3-yl)-1H-pyrazolo[4,3-c][1,8]naphthyridine-8-carboxamide